FC1(C(C#N)C(=C(C(=C1)C#N)F)F)F 2,2,5,6-tetrafluoroterephthalonitrile